Cl.Cl.C[C@@H]1[C@H](C2=NC=CC(=C2O1)C)CN 1-[(2R,3S)-2,7-dimethyl-2,3-dihydrofuro[3,2-b]pyridin-3-yl]methylamine dihydrochloride